3-((methylsulfonyl)methyl)benzene CS(=O)(=O)CC=1C=CC=CC1